ClC=1C2=CN(N=C2C=CC1C1=NN(C2=NC(=C(N=C21)CO)N2[C@@H]1[C@H]([C@H](C[C@H]2CC1)NC(OCC1=CC=CC=C1)=O)F)C1OCCCC1)C Benzyl N-[(1S,2S,3S,5R)-8-[3-(4-chloro-2-methyl-2H-indazol-5-yl)-5-(hydroxymethyl)-1-(oxan-2-yl)-1H-pyrazolo[3,4-b]pyrazin-6-yl]-2-fluoro-8-azabicyclo[3.2.1]octan-3-yl]carbamate